C1(CCCCC1)C=1C=CC(=NC1)CNC1=C(C=C2C=NN(C2=C1)C(C1=CC=CC=C1)(C1=CC=CC=C1)C1=CC=CC=C1)F N-((5-cyclohexylpyridin-2-yl)methyl)-5-fluoro-1-trityl-1H-indazol-6-amine